1-(5-(2-(3,5-bis(trifluoromethyl)phenyl)-N,2-dimethylpropionamido)-4-(o-tolyl)pyridin-2-yl)-4-methylpiperazine 1,4-dioxide FC(C=1C=C(C=C(C1)C(F)(F)F)C(C(=O)N(C)C=1C(=CC(=NC1)[N+]1(CC[N+](CC1)(C)[O-])[O-])C1=C(C=CC=C1)C)(C)C)(F)F